CN1C2CN(CC1CC2)CC=2C=CC(=NC2)N2CN=CC=C2 N-(5-((8-methyl-3,8-diazabicyclo[3.2.1]octan-3-yl)methyl)pyridin-2-yl)pyrimidin